ClCC(=O)N(C1=CC=C(C=C1)C1=CN=CO1)C(C(=O)NC1CCN(CC1)C)C=1C=NC=NC1 2-(N-(2-chloroacetyl)-4-oxazol-5-yl-anilino)-N-(1-methyl-4-piperidyl)-2-pyrimidin-5-yl-acetamide